ClC=1C=C(C=C(C1)Cl)C1=CC(=CC(=N1)OC=1C=NC(=NC1)N1C[C@@H](N(CC1)C(=O)OC(C)(C)C)C)C(=O)OC (S)-tert-Butyl 4-(5-((6-(3,5-dichlorophenyl)-4-(methoxycarbonyl)pyridin-2-yl)oxy)pyrimidin-2-yl)-2-methylpiperazine-1-carboxylate